ClC=1C(=NC(=NC1)C=C)C(F)(F)F 5-chloro-4-(trifluoromethyl)-2-vinylpyrimidine